6-(2,4-dimethoxy-phenyl)-5-[4-[(3S)-1-(3-fluoropropyl)pyrrolidin-3-yl]oxyphenyl]-8,9-dihydro-7H-benzo[7]annulen-2-ol COC1=C(C=CC(=C1)OC)C1=C(C2=C(CCC1)C=C(C=C2)O)C2=CC=C(C=C2)O[C@@H]2CN(CC2)CCCF